C(C)C(CN(C(C(C)(C)C)=O)CC(CCCC)CC)CCCC N,N-di(2-ethylhexyl)-2,2-dimethylpropionamide